C1OC2=CC=C(CC(N=N)C)C=C2O1 4-Methylenedioxyiminoamphetamine